C(C)(C)(C)C1CCC(CC1)OC(=O)OOC(=O)OC1CCC(CC1)C(C)(C)C bis(4-tert-butylcyclohexyl)peroxydicarbonate